N12CCN(C(CC1)CC2)C(=O)N2N=C(C1=C2C[C@@H]2[C@H]1C2)C2=CC=C(C=C2)F |o1:17,18| (R,R) or (S,S)-(1,4-diazabicyclo[3.2.2]-nonan-4-yl)(3-(4-fluoro-phenyl)-3b,4,4a,5-tetra-hydro-1H-cyclopropa-[3,4]cyclopenta[1,2-c]pyrazol-1-yl)methanone